2-(4-((2-cyanopyrimidin-5-yl)oxy)phenyl)propane C(#N)C1=NC=C(C=N1)OC1=CC=C(C=C1)C(C)C